[Na+].[Na+].O[B-]1(CCC=2C=CC(=C(C2O1)C(=O)O)OC1CN(C1)C(=O)C1CCNCC1)O.O[B-]1(CCC=2C=CC(=C(C2O1)C(=O)O)OC1CN(C1)C(=O)C1CCNCC1)O 4,4-dihydroxy-8-{[1-(piperidine-4-carbonyl)azetidin-3-yl]oxy}-5-oxa-4-boranuidabicyclo[4.4.0]deca-1(6),7,9-triene-7-carboxylic acid disodium salt